triethyl-ethanol ammonium hydroxide [OH-].[NH4+].C(C)C(CO)(CC)CC